ClC1=CC=C(C=C1)C(C(=O)OC)CO methyl 2-(4-chlorophenyl)-3-hydroxypropionate